C1(=CC=CC=C1)C(OCC1CCCCC1)C=1C(NC(N([C@H]2[C@H](O)[C@H](O)[C@@H](CO)O2)C1)=O)=O 5-[1-phenyl-1-(cyclohexyl)methoxymethyl]uridine